2-(4-(4-((3-(2,3-Difluoro-4-methoxyphenyl)imidazo[1,2-a]pyrazin-8-yl)amino)-2-methylbenzamido)piperidin-1-yl)-N,N,N-trimethyl-2-oxoethan-1-aminium chloride [Cl-].FC1=C(C=CC(=C1F)OC)C1=CN=C2N1C=CN=C2NC2=CC(=C(C(=O)NC1CCN(CC1)C(C[N+](C)(C)C)=O)C=C2)C